5-bromo-2-ethoxy-4-toluenesulfonic acid BrC=1C(=CC(=C(C)C1)OCC)S(=O)(=O)O